4-(3-pyrrolidinyl)-3-hydroxyisothiazole N1CC(CC1)C=1C(=NSC1)O